5-((2-chloro-5-nitropyrimidin-4-yl)(propyl)amino)-2-methylthiazole-4-carboxylic acid ethyl ester C(C)OC(=O)C=1N=C(SC1N(CCC)C1=NC(=NC=C1[N+](=O)[O-])Cl)C